C1CCC2C3C(CC(C12)C3)CC=O octahydro-4,7-methano-1H-indene-5-acetaldehyde